4-(naphthalene-2-yl)-[1,1':2',1''-terphenyl]-4'-amine C1=C(C=CC2=CC=CC=C12)C1=CC=C(C=C1)C=1C(=CC(=CC1)N)C1=CC=CC=C1